C(C)C1=NOC2=C1C=C(C(=C2)OC)NS(=O)(=O)C2=C(C=C(C=C2)[N+](=O)[O-])OC N-(3-ethyl-6-methoxybenzo[d]isoxazol-5-yl)-2-methoxy-4-nitrobenzenesulfonamide